3-(5-((2-(((4-methyltetrahydro-2H-pyran-4-yl)methyl)amino)cyclohexyl)oxy)-1-oxoisoindolin-2-yl)piperidine-2,6-dione CC1(CCOCC1)CNC1C(CCCC1)OC=1C=C2CN(C(C2=CC1)=O)C1C(NC(CC1)=O)=O